2-(3-(4-((4,6-Difluorobenzo[d]thiazol-5-yl)amino)thieno[2,3-b]pyridin-2-yl)-2-methylpyrrolidin-1-yl)ethan-1-ol FC1=C(C(=CC2=C1N=CS2)F)NC2=C1C(=NC=C2)SC(=C1)C1C(N(CC1)CCO)C